C(C1=CC=CC=C1)OC=1C=CC2=C(C(=C(O2)C)C(=O)O)C1F 5-(benzyloxy)-4-fluoro-2-methylbenzofuran-3-carboxylic acid